(4,4-dimethylcyclohexyl) methyl-4-methylbenzenesulfonate CC1=C(C=CC(=C1)C)S(=O)(=O)OC1CCC(CC1)(C)C